2,4,6-tribromophenyl-nitrogen BrC1=C(C(=CC(=C1)Br)Br)[N]